The molecule is a member of the class of phenylureas obtained by formal condensation of the carboxy group of (3-{5-[4-(aminomethyl)phenyl]pyrrolo[2,3-b]pyridin-3-yl}phenyl)carbamic acid with the amino group of 2-phenoxyaniline. An inhibitor of tyrosine kinase. It has a role as an EC 2.7.10.1 (receptor protein-tyrosine kinase) inhibitor. It is a pyrrolopyridine, an aromatic ether, a primary amino compound and a member of phenylureas. C1=CC=C(C=C1)OC2=CC=CC=C2NC(=O)NC3=CC=CC(=C3)C4=CNC5=C4C=C(C=N5)C6=CC=C(C=C6)CN